7-fluoro-4-(oxolan-3-yl)-8-(2,3,5-trifluorophenyl)quinoline-3-carboxylic acid ethyl ester C(C)OC(=O)C=1C=NC2=C(C(=CC=C2C1C1COCC1)F)C1=C(C(=CC(=C1)F)F)F